CN(C(CC(=O)NC1CCC(CC1)N1C(C=C(C2=C1N=C(N=C2)SC)C#C[Si](C(C)C)(C(C)C)C(C)C)=O)=O)C N,N-Dimethyl-N'-[(1s,4s)-4-[2-(methylsulfanyl)-7-oxo-5-[2-(triisopropylsilyl)ethynyl]pyrido[2,3-d]pyrimidin-8-yl]cyclohexyl]propanediamide